NC1=C(C2=C(C(N(C(C2)CC)C(=O)OC(C)(C)C)CC)S1)C=1SC2=C(N1)C=CC=C2 tert-Butyl 2-amino-3-(benzo[d]thiazol-2-yl)-5,7-diethyl-4,7-dihydrothieno[2,3-c]pyridine-6(5H)-carboxylate